BrC=1C=CC=2N(C1)C(=CN2)C2C(NC(CC2)=O)=O 3-(6-bromoimidazo[1,2-a]pyridin-3-yl)piperidine-2,6-dione